4-chloro-3-(2-fluorophenyl)-1H-pyrrolo[3,2-c]pyridine ClC1=NC=CC2=C1C(=CN2)C2=C(C=CC=C2)F